CN1CC(C1)(C)[C@@](C=1C=C(C=NC1)C1=NC(=NO1)C1CCN(CC1)C(CO)=O)(C1=CC=C(C=C1)C(C)C)O 1-[4-(5-{5-[(R)-(1,3-Dimethyl-azetidin-3-yl)-hydroxy-(4-isopropyl-phenyl)-methyl]-pyridin-3-yl}-[1,2,4]oxadiazol-3-yl)-piperidin-1-yl]-2-hydroxy-ethanone